(1-{1-[6-(2-hydroxyphenyl)pyridazin-4-yl]-4-phenylpiperidine-4-carbonyl}piperidin-4-yl)acetic acid OC1=C(C=CC=C1)C1=CC(=CN=N1)N1CCC(CC1)(C(=O)N1CCC(CC1)CC(=O)O)C1=CC=CC=C1